trimethylhydroxyethylammonium bis(trifluoromethanesulfonyl)imide salt [N-](S(=O)(=O)C(F)(F)F)S(=O)(=O)C(F)(F)F.C[N+](CCO)(C)C